L-IDURONIC ACID, SODIUM SALT [Na+].O=C[C@H](O)[C@@H](O)[C@H](O)[C@@H](O)C(=O)[O-]